O=C1NCCCCC1OC1=CC=C(C=O)C=C1 4-[(2-OXOAZEPAN-3-YL)OXY]BENZALDEHYDE